CC(=O)N[C@@H]1[C@H]([C@H]([C@H](O[C@@H]1O[C@H]2[C@H]([C@H](O[C@H]([C@@H]2O)O[C@@H]3[C@H](O[C@H]([C@@H]([C@H]3O)O)O)CO)CO)O)CO)O)O The molecule is a linear amino trisaccharide consisting of beta-D-glucose at the reducing end having an N-acetyl-alpha-D-galactosaminyl-(1->3)-beta-D-galactosyl moiety attached at the 4-position.